(3S,4S)-1-benzyl-N-(2-fluorophenyl)-2-oxo-4-(3-(trifluoromethyl)phenyl)pyrrolidine-3-carboxamide C(C1=CC=CC=C1)N1C([C@@H]([C@H](C1)C1=CC(=CC=C1)C(F)(F)F)C(=O)NC1=C(C=CC=C1)F)=O